Octadecyl ((S)-(((2R,3S,5R)-5-(6-amino-2-fluoro-9H-purin-9-yl)-2-ethynyl-3-hydroxytetrahydrofuran-2-yl) methoxy)(phenoxy)phosphoryl)-L-phenylalaninate NC1=C2N=CN(C2=NC(=N1)F)[C@H]1C[C@@H]([C@@](O1)(C#C)CO[P@](=O)(OC1=CC=CC=C1)N[C@@H](CC1=CC=CC=C1)C(=O)OCCCCCCCCCCCCCCCCCC)O